2-amino-5-(4-((1R,5S)-3-(tetrahydro-2H-pyran-4-yl)-3-azabicyclo[3.1.0]hex-1-yl)phenyl)nicotinic acid NC1=C(C(=O)O)C=C(C=N1)C1=CC=C(C=C1)[C@@]12CN(C[C@H]2C1)C1CCOCC1